C1(CCCC1)CCC[C@@H](C(=O)NC)NC(OC(C)(C)C)=O tert-butyl (S)-(5-cyclopentyl-1-(methylamino)-1-oxopentan-2-yl)carbamate